1-(((3S)-1-((3-cyano-1-azetidinyl)sulfonyl)-3-piperidinyl)carbonyl)-N-(2-fluorobenzyl)-D-prolinamide C(#N)C1CN(C1)S(=O)(=O)N1C[C@H](CCC1)C(=O)N1[C@H](CCC1)C(=O)NCC1=C(C=CC=C1)F